5-chloro-N-(8-fluoro-2-methyl-imidazo[1,2-a]pyridin-6-yl)furo[3,2-b]pyridine-2-carboxamide ClC1=CC=C2C(=N1)C=C(O2)C(=O)NC=2C=C(C=1N(C2)C=C(N1)C)F